N1N=CN=C1S(=O)(=O)N1C[C@H](CC1)C(=O)N1CCN(CC1)C1=CC=NC2=CC(=CC=C12)F (S)-(1-((1H-1,2,4-triazol-5-yl)sulfonyl)pyrrolidin-3-yl)(4-(7-fluoroquinolin-4-yl)piperazin-1-yl)methanone